N-phenyl-N'-(3-(trifluoromethyl)phenyl)-6-methylamino-[1,3,5]triazine-2,4-diamine C1(=CC=CC=C1)NC1=NC(=NC(=N1)NC1=CC(=CC=C1)C(F)(F)F)NC